C1(CCCC1)N1C(C(=CC2=C1N=C(N=C2)SC)C#N)=O 8-cyclopentyl-2-methylsulfanyl-7-oxo-pyrido[2,3-d]pyrimidine-6-carbonitrile